benzyldimethylphenylammonium hexyltris(p-chlorophenyl)borate C(CCCCC)[B-](C1=CC=C(C=C1)Cl)(C1=CC=C(C=C1)Cl)C1=CC=C(C=C1)Cl.C(C1=CC=CC=C1)[N+](C1=CC=CC=C1)(C)C